C1(=CC=CC2=CC=CC=C12)C1(CC1)N 1-(naphthalen-1-yl)cyclopropanamine